NC1=NC=CC(=C1)C=1OC=C(N1)C(=O)NC=1C(=CC2=C(CC(O2)(C)C)C1)C1=CC=NC=C1 2-(2-Aminopyridin-4-yl)-N-(2,2-dimethyl-6-(pyridin-4-yl)-2,3-dihydrobenzofuran-5-yl)oxazole-4-carboxylic acid amide